ClC1=C(C(=C(C#N)C(=C1)OCC1COC1)C1=C(C=NN1C)I)F 4-chloro-3-fluoro-2-(4-iodo-1-methyl-1H-pyrazol-5-yl)-6-(oxetan-3-ylmethoxy)benzonitrile